CC(CC(=O)N)CCC(=O)N 3-methyl-1,6-hexanediamide